FC1(CCC(NCC1)C)F 5,5-difluoro-2-methylazepan